O1C(=NC=C1)NC1=C(C=CC=C1)N1CCCCC1 (oxazol-2-yl)-2-(piperidin-1-yl)aniline